3-(5-bromo-3-methyl-2-oxo-2,3-dihydro-1H-benzimidazol-1-yl)-1-[(4-methoxyphenyl)methyl]piperidine-2,6-dione BrC1=CC2=C(N(C(N2C)=O)C2C(N(C(CC2)=O)CC2=CC=C(C=C2)OC)=O)C=C1